NC=1C=CC=C2CCC=CC12 8-amino-3,4-dihydronaphthalene